C(CCCCCCCC(=O)OCCCCCCCC(C)C)(=O)OCCCCCCCC(C)C diisodecyl nonanedioate